COCOC1=C(C=CC=C1)C1=CC2=C(N=N1)NC1=C2C(N(CC1)C(=S)NC(OCC1C2=CC=CC=C2C=2C=CC=CC12)=O)C (9H-fluoren-9-yl)methyl (3-(2-(methoxymethoxy)phenyl)-5-methyl-6,7,8,9-tetrahydro-5H-pyrido[3',4':4,5]pyrrolo[2,3-c]pyridazine-6-carbonothioyl)carbamate